2-((5-(5-(difluoromethyl)-1,3,4-oxadiazole-2-yl)pyridine-2-yl)methyl)-4,4-dimethyl-6-(4-methylpiperazine-1-yl)isoquinoline-1,3(2H,4H)-dione FC(C1=NN=C(O1)C=1C=CC(=NC1)CN1C(C2=CC=C(C=C2C(C1=O)(C)C)N1CCN(CC1)C)=O)F